5-((1S,4R,5R)-5-((5-cyclopropyl-3-(2,6-dichlorophenyl)isoxazol-4-yl)methoxy)-3-oxo-2-azabicyclo[2.2.1]heptan-2-yl)-N-(cyclopropylsulfonyl)picolinamide C1(CC1)C1=C(C(=NO1)C1=C(C=CC=C1Cl)Cl)CO[C@H]1[C@@H]2C(N([C@H](C1)C2)C=2C=CC(=NC2)C(=O)NS(=O)(=O)C2CC2)=O